(1,3-Dimethyl-azetidin-3-yl)-[3-(tetrahydro-furan-3-yl)-phenyl]-(4-trifluoromethoxy-phenyl)-methanol CN1CC(C1)(C)C(O)(C1=CC=C(C=C1)OC(F)(F)F)C1=CC(=CC=C1)C1COCC1